BrC=1C=CC(=NC1)C(C(=O)OC)(C)C methyl 2-(5-bromopyridin-2-yl)-2-methylpropanoate